O1C=C(C2=C1C=CC=C2)C2=CC=[NH+]C=C2 4-(3-benzofuranyl)pyridinium